2-FORMYL-6-[3-(N-METHYLAMINOCARBONYL)PHENYL]PHENOL C(=O)C1=C(C(=CC=C1)C1=CC(=CC=C1)C(=O)NC)O